4-([1,1'-Biphenyl]-3-yl)-2-amino-6-(2-hydroxyethoxy)pyridine-3,5-dinitrile C1(=CC(=CC=C1)C1=C(C(=NC(=C1C#N)OCCO)N)C#N)C1=CC=CC=C1